(S)-4-(3-fluorobenzyl)-N-(5-methyl-7-(2-(1-methylpiperidin-4-yl)ethoxy)-4-oxo-2,3,4,5-tetrahydrobenzo[b][1,4]oxazepin-3-yl)-1H-pyrazole-1-carboxamide FC=1C=C(CC=2C=NN(C2)C(=O)N[C@@H]2C(N(C3=C(OC2)C=CC(=C3)OCCC3CCN(CC3)C)C)=O)C=CC1